L-Lysine-2HCl Cl.Cl.N[C@@H](CCCCN)C(=O)O